4'-(11-hydroxyundecyloxy)-4-n-hexyloxyazobenzene OCCCCCCCCCCCOC1=CC=C(C=C1)N=NC1=CC=C(C=C1)OCCCCCC